propanenitrile monohydrochloride dihydrate O.O.Cl.C(CC)#N